2,4-bis-trichloromethyl-6-[2-(4-diethylamino-2-methylphenyl)vinyl]-1,3,5-triazine ClC(C1=NC(=NC(=N1)C(Cl)(Cl)Cl)C=CC1=C(C=C(C=C1)N(CC)CC)C)(Cl)Cl